manganese zinc sodium [Na].[Zn].[Mn]